Cl\C(=C\I)\C1=CC=C(C=C1)C (E)-1-(1-chloro-2-iodovinyl)-4-methylbenzene